(S,E)-4-(2-(3-(3-Chloro-2-fluoro-6-(1H-tetrazol-1-yl)phenyl)acrylamido)-3-(4-(Morpholine-4-amido)phenyl)propionamido)benzoic acid ClC=1C(=C(C(=CC1)N1N=NN=C1)/C=C/C(=O)N[C@H](C(=O)NC1=CC=C(C(=O)O)C=C1)CC1=CC=C(C=C1)NC(=O)N1CCOCC1)F